C(#N)C=1C=CC=C2NC[C@@H](NC12)[C@@H](C1=C(C=CC=C1)F)NC[C@@H](C)C=1C=C(C=CC1)CC(=O)O |o1:22| 2-(3-((S or R)-1-(((R)-((R)-8-cyano-1,2,3,4-tetrahydroquinoxalin-2-yl)(2-fluorophenyl)methyl)amino)propan-2-yl)phenyl)acetic acid